C(C1=CC=CC=C1)C1CCN(CC1)CC1=NN=C(N1)C1=CC=C(C=C1)OC 4-benzyl-1-((5-(4-methoxyphenyl)-4H-1,2,4-triazol-3-yl)methyl)piperidine